(1S,2S)-2-fluoro-N-(6-(3-fluoro-2-(furan-2-yl)phenyl)imidazo[1,2-a]pyridin-2-yl)cyclopropanecarboxamide F[C@@H]1[C@@H](C1)C(=O)NC=1N=C2N(C=C(C=C2)C2=C(C(=CC=C2)F)C=2OC=CC2)C1